3-fluoro-5-methoxy-2',2''-dimethyl-3''-(quinoxalin-5-ylamino)-[1,1':3',1''-terphenyl]-4-carbaldehyde FC=1C=C(C=C(C1C=O)OC)C1=C(C(=CC=C1)C1=C(C(=CC=C1)NC1=C2N=CC=NC2=CC=C1)C)C